CC=1C=C(C=C(C1)C)C=1OC=2N=C3N(C(C2N1)=O)CCCC3 2-(3,5-dimethylphenyl)-5,6,7,8-tetrahydro-10H-oxazolo[5,4-D]pyrido[1,2-a]pyrimidine-10-one